FC1=C2C=C(C(NC2=CC=C1F)=O)CC(=O)O (5,6-difluoro-2-oxo-1H-quinolin-3-yl)acetic acid